C(C)(=O)O[C@H](C(=O)NC1=C(C(=C(C(=C1)C(NC(CO)CO)=O)I)C(NC(CO)CO)=O)I)C (S)-1-((3,5-bis((1,3-dihydroxypropan-2-yl) carbamoyl)-2,4-diiodophenyl) amino)-1-oxopropan-2-yl acetate